[N-](S(=O)(=O)C(F)(F)F)S(=O)(=O)C(F)(F)F.C(CCC)[P+](CCCCCC)(CCCC)CCCC tributylhexylphosphonium bis(trifluoromethanesulfonyl)imide